FC1=C(C=CC=C1)C1=C(C(=NC=C1)N1CCCC1)C=1NC(CN1)CC(C)C 4-(2-fluorophenyl)-3-(5-isobutyl-4,5-dihydro-1H-imidazol-2-yl)-2-(pyrrolidin-1-yl)pyridine